3-(4-chloro-7H-pyrrolo[2,3-d]pyrimidin-7-yl)cyclohexane-1-ol 1-methyl-1H-indol-3-yl-thiopropionate CC(C(=S)OC1CC(CCC1)N1C=CC2=C1N=CN=C2Cl)(C)C2=CNC1=CC=CC=C21